N-methyl-phenoxazine CN1C2=CC=CC=C2OC=2C=CC=CC12